C1(=CC=CC=C1)CC(N)C=1SC=CC1 2-phenyl-1-(thiophen-2-yl)ethan-1-amine